2,3-dihydro-1H-azulen C1CCC2C=CC=CC=C12